7-chloro-3-(2-chloro-3-(pyridine-3-yl)phenyl)pteridine-2,4(1H,3H)-dione ClC1=CN=C2C(N(C(NC2=N1)=O)C1=C(C(=CC=C1)C=1C=NC=CC1)Cl)=O